CC1(CC1)NS(=O)(=O)C=1C=C(C=2N(C1)C(=NC2)C=2SC(=NN2)C(F)(F)F)C=2CCN(CC2)S(=O)(=O)C N-(1-methylcyclopropyl)-8-(1-(methylsulfonyl)-1,2,3,6-tetrahydropyridin-4-yl)-3-(5-(trifluoromethyl)-1,3,4-thiadiazol-2-yl)imidazo[1,5-a]pyridine-6-sulfonamide